C(C)(C)(C)OC1=NC(=NC2=C(C(=C(C=C12)C1CC1)C=1C2=CN(N=C2C=C(C1C)F)C(C1=CC=CC=C1)(C1=CC=CC=C1)C1=CC=CC=C1)OCC1=CC=C(C(=O)O)C=C1)OC[C@H](C)OC 4-[({4-tert-butoxy-6-cyclopropyl-7-[6-fluoro-5-methyl-2-(triphenylmethyl)-2H-indazol-4-yl]-2-[(2S)-2-methoxypropoxy]quinazolin-8-yl}oxy)methyl]benzoic acid